C[C@@H]1CN(C[C@@H](O1)C)CC1(CCN(CC1)C(=O)OCCCC)OC butyl 4-[(2R,6S)-2,6-dimethylmorpholin-4-yl]methyl-4-methoxypiperidine-1-carboxylate